FC(OC1=CC=C(C=N1)CC1CC2(CN(C2)C(=O)N2C[C@@H]3[C@@H](OCC(N3)=O)CC2)C1)(F)F (4aR,8aS)-6-[6-[[6-(trifluoromethoxy)-3-pyridyl]methyl]-2-azaspiro[3.3]heptane-2-carbonyl]-4,4a,5,7,8,8a-hexahydropyrido[4,3-b][1,4]oxazin-3-one